[CH2-]C=C.[CH2-]C=C.Cl[Pd+].Cl[Pd+] Bis(allyl)dichlorodipalladium